methyl-3,7-dimethyl-2,6-octadienoate COC(C=C(CCC=C(C)C)C)=O